2-(3-acetylaminophenyl)-N-(5-chloro-4-(5-cyano-2,2-dimethyl-2,3-dihydro-1H-pyrrolizin-7-yl)pyridin-2-yl)acetamide C(C)(=O)NC=1C=C(C=CC1)CC(=O)NC1=NC=C(C(=C1)C=1C=C(N2CC(CC12)(C)C)C#N)Cl